CN1N=CC(=C1)C1=NN(C(=C1C)NC(=O)N[C@@H]1CN(C[C@H]1C1=C(C=CC=C1)F)CCOC)C1=CC=CC=C1 1-(1',4-dimethyl-1-phenyl-1H,1'H-[3,4'-bipyrazol]-5-yl)-3-((3S,4R)-4-(fluorophenyl)-1-(2-methoxyethyl)pyrrolidin-3-yl)urea